O=C([C@H](C)NC(=O)C1=CC=CC2=CC=CC=C12)NC1=C(C=CC=C1)OC1=CC=CC=C1 (S)-N-(1-oxo-1-((2-phenoxyphenyl)amino)propan-2-yl)-1-naphthamide